(1R,3S)-3-(5-((2-(2-(3-aminobicyclo[1.1.1]pentan-1-yl)ethyl) pyridin-4-yl)amino)-1-(tert-butyl)-1H-pyrazol-3-yl)cyclopentyl (4-nitrophenyl) carbonate C(O[C@H]1C[C@H](CC1)C1=NN(C(=C1)NC1=CC(=NC=C1)CCC12CC(C1)(C2)N)C(C)(C)C)(OC2=CC=C(C=C2)[N+](=O)[O-])=O